COC=1C=C(C=C(C1)C1=C(C=CC=C1C)C)[C@H](CC(=O)[O-])NC(=O)NC=1C(N(C=CC1[O-])C)=O.[Na+].[Na+] Natrium (S)-3-(5-Methoxy-2',6'-dimethylbiphenyl-3-yl)-3-(3-(1-methyl-4-oxido-2-oxo-1,2-dihydropyridin-3-yl)ureido)propanoat